ClC1=CC(=C(C=C1)C=1C2=C(N=C(N1)N1C[C@@H](OCC1)C=1C=NN(C1)C)C(N(C(=C2)C(F)F)C)=O)F 4-(4-chloro-2-fluorophenyl)-6-(difluoromethyl)-7-methyl-2-[(2S)-2-(1-methylpyrazol-4-yl)morpholin-4-yl]pyrido[3,4-d]pyrimidin-8-one